(S)-7-(3,4-dimethylpiperazin-1-yl)-2-(8-fluoro-2-methylimidazo[1,2-a]pyridin-6-yl)-9-methyl-4H-pyrido[1,2-a][1,3,5]triazin-4-one C[C@H]1CN(CCN1C)C=1C=C(C=2N(C(N=C(N2)C=2C=C(C=3N(C2)C=C(N3)C)F)=O)C1)C